CC1=C(C=CC=C1)I 2-methyl-1-iodobenzene